1-methyl-tetrazole-5-carboxamide CN1N=NN=C1C(=O)N